(4aS,7S,7aR)-Tetrahydro-4,7-dimethylcyclopenta[c]pyranone CC1[C@H]2C(C(OC1)=O)=C(CC2)C